C(OC=1C2=C(N=C(N1)NC1CCC(CC1)(O)C)NC=C2C=2C=CC=1N(C2)C(=NN1)C)([2H])([2H])[2H] (1s,4s)-4-((4-(methoxy-d3)-5-(3-methyl-[1,2,4]triazolo[4,3-a]pyridin-6-yl)-7H-pyrrolo[2,3-d]pyrimidin-2-yl)amino)-1-methylcyclohexan-1-ol